9,9'-((4-(2-(4,6-diphenyl-1,3,5-triazin-2-yl)phenyl)-3,6-diphenylpyridine-2,5-diyl)bis(4,1-phenylene))bis(3-phenyl-9H-carbazole) C1(=CC=CC=C1)C1=NC(=NC(=N1)C1=CC=CC=C1)C1=C(C=CC=C1)C1=C(C(=NC(=C1C1=CC=C(C=C1)N1C2=CC=CC=C2C=2C=C(C=CC12)C1=CC=CC=C1)C1=CC=CC=C1)C1=CC=C(C=C1)N1C2=CC=CC=C2C=2C=C(C=CC12)C1=CC=CC=C1)C1=CC=CC=C1